(3SR,4SR)-4-(2-aminothiazol-5-yl)-3-fluoro-piperidine-1-carboxylate NC=1SC(=CN1)[C@@H]1[C@@H](CN(CC1)C(=O)[O-])F |r|